2-(4,6-bis(2,4-dimethylphenyl)-1,3,5-triazin-2-yl)-5-((11-hydroxyundecyl)oxy)phenol CC1=C(C=CC(=C1)C)C1=NC(=NC(=N1)C1=C(C=C(C=C1)C)C)C1=C(C=C(C=C1)OCCCCCCCCCCCO)O